C(C=C)(=O)N1CCN(CC1)CC1=CC=C(C=C1)[C@H](C)NC=1N=C(C2=C(N1)N(C(C=C2)=O)CC(C)(C)C)NC 2-{[(1S)-1-{4-[(4-Acryloylpiperazin-1-yl)methyl]phenyl}ethyl]amino}-8-(2,2-dimethylpropyl)-4-(methyl-amino)pyrido[2,3-d]pyrimidin-7(8H)-on